CN(C1=NC=CC=C1)CC(F)(F)F 2-[Methyl-(2,2,2-trifluoro-ethyl)-amino]-pyridin